NC1=C(C=C(C=C1)N1CCC2(CC(C2)[C@H]2[C@@H](C2)C#CC2=C3CN(C(C3=CC=C2)=O)C2C(NC(CC2)=O)=O)CC1)OC 3-(4-(((1R,2S)-2-(7-(4-amino-3-methoxyphenyl)-7-azaspiro[3.5]nonan-2-yl)cyclopropyl)ethynyl)-1-oxoisoindolin-2-yl)piperidine-2,6-dione